(5S,8R)-N-(2,4-dichloro-benzyl)-5-fluoro-8-hydroxy-5,6,7,8-tetrahydro-quinoline-5-carboxamide ClC1=C(CNC(=O)[C@]2(C=3C=CC=NC3[C@@H](CC2)O)F)C=CC(=C1)Cl